C(#N)C1=CC(=CC=2N=C(OC21)C=2C(=C(C=CC2)C2=C(C(=CC=C2)NC=2N=CC=C1C=C(C=NC21)CN2C[C@@H](CC2)O)C)C)CNC21CCC(CC2)C1 (R)-4-((7-Cyano-2-(3'-(3-((3-hydroxypyrrolidin-1-yl)methyl)-1,7-naphthyridin-8-ylamino)-2,2'-dimethylbiphenyl-3-yl)benzo[d]oxazol-5-yl)methylamino)bicyclo[2.2.1]heptan